CC1(CC1)CNC=1N=CC2=C(N1)NC=C2C2=NC=1N(C=C2)N=CC1 N-((1-methylcyclopropyl)methyl)-5-(pyrazolo[1,5-a]pyrimidin-5-yl)-7H-pyrrolo[2,3-d]pyrimidin-2-amine